N-(5-((4-(1-Cyclopropyl-1H-indol-3-yl)-5-(pyridin-2-yl)pyrimidin-2-yl)amino)-4-methoxy-2-((3aR,6aS)-5-methylhexahydropyrrolo[3,4-c]pyrrol-2(1H)-yl)phenyl)acrylamide C1(CC1)N1C=C(C2=CC=CC=C12)C1=NC(=NC=C1C1=NC=CC=C1)NC=1C(=CC(=C(C1)NC(C=C)=O)N1C[C@@H]2CN(C[C@@H]2C1)C)OC